3-bromo-4-[(2,4-difluorobenzyl)oxy]-1-(2,6-difluorophenyl)-5-iodo-6-methylpyridin-2(1H)-one BrC=1C(N(C(=C(C1OCC1=C(C=C(C=C1)F)F)I)C)C1=C(C=CC=C1F)F)=O